O1[C@H](COC2=C1C=CC=C2)C2=CC=C(CN[C@@H]1C[C@@H](CC1)C(=O)O)C=C2 (1R,3S)-3-({4-[(2S)-2,3-dihydro-1,4-benzodioxin-2-yl]benzyl}amino)cyclopentanecarboxylic acid